copper isostearate C(CCCCCCCCCCCCCCC(C)C)(=O)[O-].[Cu+2].C(CCCCCCCCCCCCCCC(C)C)(=O)[O-]